C1(CCCCC1)C=1NC2=C(C=C(C=C2C1C=O)F)F 2-CYCLOHEXYL-5,7-DIFLUORO-1H-INDOLE-3-CARBOXALDEHYDE